((((((S)-1-(dodecyloxy)-1-oxopropan-2-yl) amino) (phenoxy) phosphoryl) oxy) methyl) tetrahydrofuran-3,4-diylbis(2-methylpropionate) O1CC(C(C1)C(C(=O)[O-])(C)C)C(C(=O)OCOP(=O)(OC1=CC=CC=C1)N[C@H](C(=O)OCCCCCCCCCCCC)C)(C)C